gamma-aminobutenoic acid NCC=CC(=O)O